2-[5-(2,6-dibenzyloxy-3-pyridyl)-3-fluoro-2-pyridyl]-2-azaspiro[3.5]nonan-7-ol C(C1=CC=CC=C1)OC1=NC(=CC=C1C=1C=C(C(=NC1)N1CC2(C1)CCC(CC2)O)F)OCC2=CC=CC=C2